(S)-7-(piperidin-3-ylamino)-2,6-naphthyridine-3-carbonitrile N1C[C@H](CCC1)NC1=NC=C2C=C(N=CC2=C1)C#N